BrC1=C(C(=O)OC(C)(C)C)C=CC=C1 tert-Butyl 2-bromobenzoate